C1[C@@H]2C[C@@H]2N([C@@H]1C#N)C(=O)[C@H](C34CC5CC(C3)CC(C5)(C4)O)N The molecule is a monocarboxylic acid amide obtained by formal condensation of the carboxy group of (2S)-amino(3-hydroxyadamantan-1-yl)acetic acid with the amino group of (1S,3S,5S)-2-azabicyclo[3.1.0]hexane-3-carbonitrile. Used in its monohydrate form for the treatment of Type II diabetes. It has a role as a hypoglycemic agent and an EC 3.4.14.5 (dipeptidyl-peptidase IV) inhibitor. It is a member of adamantanes, a nitrile, an azabicycloalkane, a tertiary alcohol and a monocarboxylic acid amide.